N[C@@H](C(=O)O)CO (2R)-2-amino-3-hydroxy-propanoic acid